FC(CN(C1=CC(=NC=C1)C#CC(C#N)(C)C)C1=NC2=C(C=3C=NC=C(C13)F)N(N=N2)C)F 4-(4-((2,2-difluoroethyl)(6-fluoro-1-methyl-1H-[1,2,3]triazolo[4,5-c][2,6]naphthyridin-5-yl)amino)pyridin-2-yl)-2,2-dimethylbut-3-ynenitrile